ClC1=C(C=C(C=C1)B1OC(C(O1)(C)C)(C)C)N 2-chloro-5-(4,4,5,5-tetramethyl-[1,3,2]dioxaborolan-2-yl)-phenylamine